3-cyclopentylpropane C1(CCCC1)CCC